C(C)(C)(C)OC(=O)N1CCC(=CC1)C1=CC=CC2=C1NC(O2)(C(F)(F)F)C2=NC=C(C=C2)Cl 4-(2-(5-chloropyridin-2-yl)-2-(trifluoromethyl)-2,3-dihydrobenzo[d]oxazol-4-yl)-3,6-dihydropyridine-1(2H)-carboxylic acid tert-butyl ester